P(=O)(OCC(F)(F)F)(OCC(F)(F)F)[O-].[Cu+2].FC(COP(=O)(OCC(F)(F)F)[O-])(F)F copper (II) bis(2,2,2-trifluoroethyl) phosphate